CS(=O)(=O)C1=CC=C(C=N1)C1=CC(=NC2=C(N=CC=C12)C1=CC=NN1)N1CCOCC1 4-[6-(methylsulfonyl)pyridin-3-yl]-2-(morpholin-4-yl)-8-(1H-pyrazol-5-yl)-1,7-naphthyridine